C1(=CC=CC=C1)N(C1=NC=CC2=CC=CC=C12)C1CCNCC1 N-phenyl-N-(piperidin-4-yl)isoquinolin-1-amine